N-acetyl-N-{2-ethyl-4-[(4-ethylpiperazin-1-yl)sulfonyl]-phenyl}-2-(4-isobutylphenyl)propanamide C(C)(=O)N(C(C(C)C1=CC=C(C=C1)CC(C)C)=O)C1=C(C=C(C=C1)S(=O)(=O)N1CCN(CC1)CC)CC